1-(benzo[b]thiophen-3-yl)cyclopropanamine S1C2=C(C(=C1)C1(CC1)N)C=CC=C2